C(C)(C)(C)S(=O)(=N)F Tert-Butyl-Sulfonimidoyl Fluoride